2-(1,2,3,6-tetrahydro-pyridin-4-yl)-pyrimidine-5-carboxylic acid (4-aminomethyl-phenyl)-amide trifluoroacetate FC(C(=O)O)(F)F.NCC1=CC=C(C=C1)NC(=O)C=1C=NC(=NC1)C=1CCNCC1